C(C)/C(/C(=O)O)=C\C(=O)O.C(#C)NCC(=O)O ethynyl-glycine (ethyl fumarate)